(naphthalen-2-ylmethyl)-2-(pyridin-2-yl)-4,5,6,7-tetrahydro-2H-pyrazolo[3,4-c]pyridin-3-ol C1=C(C=CC2=CC=CC=C12)CC1C=2C(CNC1)=NN(C2O)C2=NC=CC=C2